N1C=C(C2=CC=CC=C12)CC(CCCC)NC(=O)C1=CC2=C(S1)C=C(C=C2)N2CCN(CC2)C2=CC=CC=C2 N-(1-(1H-indol-3-yl)hexan-2-yl)-6-(4-phenylpiperazin-1-yl)benzo[b]thiophene-2-Formamide